tert-butyl (4S)-3,3-difluoro-4-formyl-piperidine-1-carboxylate FC1(CN(CC[C@H]1C=O)C(=O)OC(C)(C)C)F